7-((3as,4R,6R,6aR)-6-(aminomethyl)-2,2-dimethyltetrahydro-4H-cyclopenta[d][1,3]dioxol-4-yl)-2-chloro-N-methyl-7H-pyrrolo[2,3-d]pyrimidin-4-amine NC[C@H]1C[C@H]([C@H]2[C@@H]1OC(O2)(C)C)N2C=CC1=C2N=C(N=C1NC)Cl